3,3-dimethyl-6-[(1S,2S)-2-(4,4,5,5-tetramethyl-1,3,2-dioxaborolan-2-yl)cyclopropyl]-1-(2,2,2-trifluoroethyl)indolin-2-one CC1(C(N(C2=CC(=CC=C12)[C@@H]1[C@H](C1)B1OC(C(O1)(C)C)(C)C)CC(F)(F)F)=O)C